N-(4-(4-(6-(cyclopentyl(hydroxy)methyl)pyridin-2-yl)-1H-1,2,3-triazol-1-yl)-3-(6-azaspiro[2.5]octan-6-yl)phenyl)methanesulfonamide C1(CCCC1)C(C1=CC=CC(=N1)C=1N=NN(C1)C1=C(C=C(C=C1)NS(=O)(=O)C)N1CCC2(CC2)CC1)O